BrC=1C=CC(=C(C1)NC1=CC(=C(C(=C1)OC)OC)OC)[N+](=O)[O-] N-(5-bromo-2-nitrophenyl)-3,4,5-trimethoxyaniline